1'-(methylenebis-1,4-phenylene)bismaleimide C(C1=CC=C(C=C1)C=1C(=O)NC(C1)=O)C1=CC=C(C=C1)C=1C(=O)NC(C1)=O